[Na].C(CCCCCCC\C=C/C\C=C/CCCCC)(=O)N(C)CC(=O)O N-linoleoyl-sarcosine sodium